C(C)(C)N1CCC2(CC(=NO2)C(=O)N[C@@H](CCCCCC(CC)=O)C=2OC(=NN2)C=2C(=NC3=CC=CC=C3C2)OC)CC1 (S)-8-isopropyl-N-(1-(5-(2-methoxyquinolin-3-yl)-1,3,4-oxadiazol-2-yl)-7-oxononyl)-1-oxa-2,8-diazaspiro[4.5]dec-2-ene-3-carboxamide